1-(5-((2-methoxyphenyl)amino)-7-(methylamino)pyrazolo[1,5-a]pyrimidin-3-yl)-3-methylurea COC1=C(C=CC=C1)NC1=NC=2N(C(=C1)NC)N=CC2NC(=O)NC